CC(=C)C The molecule is an alkene that is prop-1-ene substituted by a methyl group at position 2. It is an alkene and a gas molecular entity.